4-(3-(2-fluoro-5-((7-fluoro-1H-indol-1-yl)sulfonyl)-4-methoxyphenyl)ureido)thiophene-2,3-dicarboxylic acid dimethyl ester COC(=O)C=1SC=C(C1C(=O)OC)NC(=O)NC1=C(C=C(C(=C1)S(=O)(=O)N1C=CC2=CC=CC(=C12)F)OC)F